N1=CC(=C2N1C=CC=N2)C(=O)N Pyrazolo[1,5-a]Pyrimidine-3-formamide